C1(=CC(=CC=C1)C[C@@H]1N(CCC[C@@H]1NS(=O)(=O)C1CC1)C(=O)OC)C1=CC=CC=C1 methyl cis-2-(biphenyl-3-ylmethyl)-3-((cyclopropylsulfonyl)amino)piperidine-1-carboxylate